ClC1=C(C(=CC=C1F)OC(N(CC)CC)=O)C1CCN(CC1)C(=O)OC(C)(C)C tert-butyl 4-[2-chloro-6-[(diethylcarbamoyl)oxy]-3-fluorophenyl]piperidine-1-carboxylate